C(C)(C)(C)OC(=O)N1CCC(CC1)OC=1C=C2C(=C(N(C2=CC1)C(=O)OC(C)(C)C)C1=CC(=NC(=C1)C)C)C(C)C tert-butyl 5-((1-(tert-butoxycarbonyl)piperidin-4-yl) oxy)-2-(2,6-dimethylpyridin-4-yl)-3-isopropyl-1H-indole-1-carboxylate